2,4-diamino-6-[2-(4-methyl-1-imidazolyl)ethyl]-1,3,5-triazine NC1=NC(=NC(=N1)N)CCN1C=NC(=C1)C